C\C=C\C(CCCC)=O (E)-oct-2-en-4-one